N-(4-(Difluoromethoxy)phenyl)-4-methoxy-N-(1-(5-(methylsulfonyl)pyridin-2-yl)piperidin-4-yl)pyridin-3-amine FC(OC1=CC=C(C=C1)N(C=1C=NC=CC1OC)C1CCN(CC1)C1=NC=C(C=C1)S(=O)(=O)C)F